CN(CCNC(C1=CC(=C(C(=C1)O)N1S(NC(C1)=O)(=O)=O)F)=O)C N-(2-(dimethylamino)ethyl)-4-(1,1-dioxo-4-oxo-1,2,5-thiadiazolidin-2-yl)-3-fluoro-5-hydroxybenzoamide